CC(C(C)C)=O iso-pentanon